(2S)-4-bromo-2-[(tert-butoxycarbonyl)amino]but-3-enoic acid BrC=C[C@@H](C(=O)O)NC(=O)OC(C)(C)C